N-(5-(6-(benzyloxy)-[1,2,4]triazolo[1,5-a]pyridin-2-yl)-8-(methylamino)-2,7-naphthyridin-3-yl)cyclopropanecarboxamide C(C1=CC=CC=C1)OC=1C=CC=2N(C1)N=C(N2)C2=C1C=C(N=CC1=C(N=C2)NC)NC(=O)C2CC2